CC(C(=O)O[C@@H]([C@@H](C(C([C@H](CC=O)NC(=O)C1=NC=CC(=C1OC(C)=O)OC)=O)=O)C)[C@H](C=O)CC1=CC=CC=C1)C (3S,6S,7R,8R)-3-[[[3-(acetoxy)-4-methoxy-2-pyridinyl] carbonyl] amino]-6-methyl-4,9-dioxo-8-(phenylmethyl)-1,5-dioxononan-7-yl 2-methylpropionate